S1CCC=2C(N=CC3(C21)CC3)=O dihydro-4'H-spiro[cyclopropane-1,7'-thieno[3,2-c]pyridin]-4'-one